(3-((1S,4S)-4-((1,3-Dioxoisoindolin-2-yl)methyl)cyclohexyl)-1,2,3-oxadiazol-3-ium-5-yl)((3-(2-phenylacetamido)-5-(trifluoromethyl)-phenyl)carbamoyl)amide O=C1N(C(C2=CC=CC=C12)=O)CC1CCC(CC1)[N+]1=NOC(=C1)[N-]C(NC1=CC(=CC(=C1)C(F)(F)F)NC(CC1=CC=CC=C1)=O)=O